(R)-3-(3-fluoro-5-(thiazol-2-ylmethoxy)phenyl)isoxazolidine FC=1C=C(C=C(C1)OCC=1SC=CN1)[C@@H]1NOCC1